C(C)[C@@H]1N(CCOC1)C1=CC(=NC(=N1)C1=CC=C2C(=N1)C=C(N2)CNC)CS(=O)(=O)N {6-[(3S)-3-ethylmorpholin-4-yl]-2-{2-[(methylamino)methyl]-1H-pyrrolo[3,2-b]pyridin-5-yl}pyrimidin-4-yl}methanesulfonamide